3-(4-tert-butylstyryl)-5-(4-tert-butylphenyl)-pyrazoline C(C)(C)(C)C1=CC=C(C=CC=2NNC(C2)C2=CC=C(C=C2)C(C)(C)C)C=C1